CC1=CC(=NC(=N1)NC=1C=C(C2=C(CCO2)C1)OCCCN1CCCC1)NC1CCN(CC1)C 6-methyl-N4-(1-methyl-4-piperidinyl)-N2-[7-(3-pyrrolidin-1-ylpropoxy)-2,3-dihydrobenzofuran-5-yl]pyrimidine-2,4-diamine